FC=1C=C(C(=O)NC2=C(C(=CC=C2)C(=O)C=2C=C3N=C(C=NC3=CC2)N2CCOCC2)F)C=CC1F 3,4-difluoro-N-(2-fluoro-3-(3-morpholinoquinoxaline-6-carbonyl)phenyl)benzamide